6-[5-(difluoromethyl)-2-thienyl]-1-[2-(3-fluoroazetidin-1-yl)-2-oxo-ethyl]-3-methyl-imidazo[4,5-b]pyridin-2-one FC(C1=CC=C(S1)C=1C=C2C(=NC1)N(C(N2CC(=O)N2CC(C2)F)=O)C)F